NC1=NC=CC2=CC=C(C=C12)C1=CC2=C(N(N=C2C=C1)C1CCC1)COC1=C(C=C(C=C1)OC)CC(=O)O 2-(2-((5-(1-aminoisoquinolin-7-yl)-2-cyclobutyl-2H-indazol-3-yl)methoxy)-5-methoxyphenyl)acetic acid